3-((6-chloro-2-cyclopropyl-7-fluoro-1-(1-(2-hydroxyethyl)-1H-pyrazol-4-yl)-1H-indol-3-yl)sulfanyl)-2-fluorobenzoic acid ClC1=CC=C2C(=C(N(C2=C1F)C=1C=NN(C1)CCO)C1CC1)SC=1C(=C(C(=O)O)C=CC1)F